2-Methoxy-4-(2-propenyl)-6-[4-(2-propenyl)phenoxy]phenol COC1=C(C(=CC(=C1)CC=C)OC1=CC=C(C=C1)CC=C)O